3-fluoro-1,3-dimethyl-5-phenylindolin-2-one FC1(C(N(C2=CC=C(C=C12)C1=CC=CC=C1)C)=O)C